3-methyl-1,3-dihydro-2H-imidazo[4,5-c]cinnolin-2-one CN1C(NC2=C1N=NC=1C=CC=CC21)=O